perfluoro(4-vinyloxy-1-butene) FC(=C(C(C(OC(=C(F)F)F)(F)F)(F)F)F)F